C(C)OC(=O)C1=C(C2=C(NC3=CC=C(C=C23)C)C=N1)COC.FC=1C=C(CC)C=C(C1)F 3,5-difluorobenzyl-methane ethyl-4-(methoxymethyl)-6-methyl-9H-pyrido[3,4-b]indole-3-carboxylate